ClC1=C(C=CC(=C1)C)C=1C=C(C2=CN(N=C2C1)CCN1CCN(CC1)C)C(=O)OC methyl 6-(2-chloro-4-methylphenyl)-2-(2-(4-methylpiperazin-1-yl)ethyl)-2H-indazole-4-carboxylate